FC1=CC(=CC2=CN(N=C12)C)C1=CC2=CN(N=C2C=C1)C1CCNCC1 7-fluoro-2-methyl-5-[2-(4-piperidinyl)indazol-5-yl]indazole